C(C)(C)(C)C1=NC(=NO1)C(=O)NCC1=C(C=C(C=C1)C1=NC=NN2C1=CC(=C2)CCCCN2CCC(CC2)C2=CC=C(C=C2)C2C(NC(CC2)=O)=O)C 5-tert-butyl-N-[[4-[6-[4-[4-[4-(2,6-dioxo-3-piperidyl)phenyl]-1-piperidyl]butyl]pyrrolo[2,1-f][1,2,4]triazin-4-yl]-2-methyl-phenyl]methyl]-1,2,4-oxadiazole-3-carboxamide